1-[5-(trifluoromethoxy)pyridin-2-yl]piperidine-4-carboxylic acid FC(OC=1C=CC(=NC1)N1CCC(CC1)C(=O)O)(F)F